FC1=CC=CC=2C(=N[C@@H](C(NC21)=O)NC(=O)C=2C(=NN1C2O[C@@H](CC1)C)C1=CSC=C1)C1=CC=CC=C1 (5R)-N-[(3S)-9-fluoro-2-oxo-5-phenyl-1,3-dihydro-1,4-benzodiazepine-3-yl]-5-methyl-2-(3-thienyl)-6,7-dihydro-5H-pyrazolo[5,1-b][1,3]Oxazine-3-carboxamide